NC=1C=C2C(=NC1)N(C(=C2)C(=O)N2CCOCC2)C(=O)OC(C)(C)C tert-Butyl 5-amino-2-(morpholine-4-carbonyl)-1H-pyrrolo[2,3-b]pyridine-1-carboxylate